7-((2-methoxyethoxy)methoxy)-6-(7-((2-methoxyethoxy)methoxy)-4-oxo-4H-chromen-3-yl)-2',3',5',6'-tetrahydrospiro[chromane-2,4'-pyran]-4-one COCCOCOC1=C(C=C2C(CC3(CCOCC3)OC2=C1)=O)C1=COC2=CC(=CC=C2C1=O)OCOCCOC